C(C1=CC=CC=C1)SC1=CC=C(C=C1)C(C)(F)F 1-benzylsulfanyl-4-(1,1-difluoroethyl)benzene